BrC1=CC=C(C=N1)S(=O)(=N)C1=CC=C(C(=O)NC2=C(C=CC(=C2)C2=CC=C(C=C2)F)NC(OC(C)(C)C)=O)C=C1 tert-butyl N-[2-[[4-[(6-bromo-3-pyridyl)sulfonimidoyl]benzoyl]amino]-4-(4-fluorophenyl)phenyl]carbamate